OC1=C(C(=C(CO1)O)O)O (2R,3R,4S,5R)-tetrahydroxy-2H-pyran